C(CCCCCCCCCCCCCCCCC)OC(CC)=O.C(CC)(=O)OC1=CC(=C(C(=C1)C(C)(C)C)O)C(C)(C)C (3,5-di-tert-butyl-4-hydroxyphenyl) propionate n-octadecyl-propionate